(2S,4S)-1-benzyloxycarbonyl-4-[4-[3-[(2R)-3-[tert-butoxycarbonyl(methyl)amino]-2-methoxy-propyl]-2-methyl-imidazo[4,5-c]pyridin-4-yl]pyrimidin-2-yl]oxy-pyrrolidine-2-carboxylic acid C(C1=CC=CC=C1)OC(=O)N1[C@@H](C[C@@H](C1)OC1=NC=CC(=N1)C1=NC=CC2=C1N(C(=N2)C)C[C@H](CN(C)C(=O)OC(C)(C)C)OC)C(=O)O